BrC=1C(=NN(C1)C)CNC(C1=CC=C(C=C1)C1=NC=CC2=C1C=CN2)=O N-[(4-bromo-1-methyl-1H-pyrazol-3-yl)methyl]-4-(1H-pyrrolo[3,2-c]pyridin-4-yl)benzamide